CON(C(=O)C=1C=CC=2N(C1)C=CN2)C imidazo[1,2-a]pyridine-6-carboxylic acid methoxy-methyl-amide